4-[[5-(3,4-dimethoxyphenyl)-1,3,4-oxadiazol-2-yl]methyl]benzohydroxamic acid COC=1C=C(C=CC1OC)C1=NN=C(O1)CC1=CC=C(C(=O)NO)C=C1